6-(4-chlorophenyl)-3-(1-hydroxy-prop-2-yl)-8-(pyridin-3-yl)pyrido[3,4-d]pyrimidin-4(3H)-one ClC1=CC=C(C=C1)C1=CC2=C(N=CN(C2=O)C(CO)C)C(=N1)C=1C=NC=CC1